4-Cyano-4-(((ethylthio)carbonylthio)thio)pentanoic Acid C(#N)C(CCC(=O)O)(C)SSC(=O)SCC